[N+](=O)([O-])C1=CC2=C(NC(=N2)NC(C)=O)C=C1 N-(5-nitro-1H-benzo[d]imidazol-2-yl)acetamide